OC1=NC(=C(C2=C1CCC2(C)C)C#N)S 1-hydroxy-5,5-dimethyl-3-mercapto-6,7-dihydro-5H-cyclopenta[1,2-c]pyridine-4-carbonitrile